tert-Butyl ((S,5Z,12E)-17-methyl-4-(methyl-d3)-2,7-dioxo-1-oxa-4,6-diazacycloheptadec-12-en-5-ylidene)carbamate C[C@H]1CCC/C=C/CCCCC(N/C(/N(CC(O1)=O)C([2H])([2H])[2H])=N/C(OC(C)(C)C)=O)=O